(3S,4S)-tert-butyl 3-fluoro-4-((6-(6-methoxyimidazo[1,2-a]pyrazin-3-yl)pyridin-2-yl)amino)pyrrolidine-1-carboxylate F[C@H]1CN(C[C@@H]1NC1=NC(=CC=C1)C1=CN=C2N1C=C(N=C2)OC)C(=O)OC(C)(C)C